tert-butyl (S)-(3-(1-(4-fluorophenyl)-1,2,3,4-tetrahydroisoquinoline-2-carboxamido)bicyclo[1.1.1]pentan-1-yl)(methyl)carbamate FC1=CC=C(C=C1)[C@@H]1N(CCC2=CC=CC=C12)C(=O)NC12CC(C1)(C2)N(C(OC(C)(C)C)=O)C